tert-butyl 3-((6-bromo-5-methylpyrazin-2-yl)carbamoyl)-5-methyl-2-azabicyclo[3.1.0]hexane-2-carboxylate BrC1=C(N=CC(=N1)NC(=O)C1N(C2CC2(C1)C)C(=O)OC(C)(C)C)C